methyl 5-vinyl-2,3-dihydro-1H-indene-2-carboxylate C(=C)C=1C=C2CC(CC2=CC1)C(=O)OC